4-(6,8-dibromo-3,4-dihydroquinazolin-3-yl)-cyclohexanol hydrochloride Cl.BrC=1C=C2CN(C=NC2=C(C1)Br)C1CCC(CC1)O